ClC1=CC=C(C=C1)[C@H](CC1=NOC(=N1)CN1C(N(C=C(C1=O)C)C)=O)O (S)-3-((3-(2-(4-chlorophenyl)-2-hydroxyethyl)-1,2,4-oxadiazol-5-yl)methyl)-1,5-dimethylpyrimidine-2,4(1H,3H)-dione